tert-butyl (1-((3-amino-4-methoxybenzo[d]isoxazol-6-yl) methyl)piperidin-4-yl)carbamate NC1=NOC2=C1C(=CC(=C2)CN2CCC(CC2)NC(OC(C)(C)C)=O)OC